C(CCC)[P+](C)(CCCC)CCCC tributyl(methyl)-phosphonium